3-(2-(3,4-dimethoxyphenyl)-3-ethyl-6-methyl-1H-indol-5-yl)-9-isopropyl-3,9-diazaspiro[5.5]undecane COC=1C=C(C=CC1OC)C=1NC2=CC(=C(C=C2C1CC)N1CCC2(CC1)CCN(CC2)C(C)C)C